N1(CCCCC1)C#N PIPERIDIN-1-CARBONITRIL